C(C1=CC=CC=C1)OC(=O)N1[C@@H](CC(CC1)C=COC)C1=CC=C(C=C1)C(=O)OC (2S)-2-(4-(methoxycarbonyl)phenyl)-4-(2-methoxyvinyl)piperidine-1-carboxylic acid benzyl ester